3-bromo-4-(((tert-butyldimethylsilyl)oxy)methyl)benzoic acid methyl ester COC(C1=CC(=C(C=C1)CO[Si](C)(C)C(C)(C)C)Br)=O